2-(2-chloroethoxy)acetic acid ClCCOCC(=O)O